P12C=CC(CC1)C2 1-phosphanorbornene